N1=CC=C(C=C1)C1=NC=C2N1C=CC=C2 3-(pyridin-4-yl)imidazo[1,5-a]pyridine